2-chloro-9-(2-isopropyl-4-methylpyridin-3-yl)-7,9-dihydro-8H-purin-8-one ClC1=NC=C2NC(N(C2=N1)C=1C(=NC=CC1C)C(C)C)=O